N1(CCCC1)C=1C=CC(=NC1)C1=CCN(CC1)C(=O)OC(C)(C)C tert-butyl 4-(5-(pyrrolidin-1-yl)-pyridin-2-yl)-5,6-dihydropyridine-1(2H)-carboxylate